NC1=C(C=CC=C1)SCCSC1=C(C=CC=C1)N 1,2-bis-(2-aminophenylthio)ethane